N[C@@H]1CN(CC[C@H]1F)C1=NC2=C(N1CC(=O)N1C3COC(C1)C3)C=C(C(=C2)F)F 2-(2-((3r,4r)-3-amino-4-fluoropiperidin-1-yl)-5,6-difluoro-1H-benzo[d]imidazol-1-yl)-1-(2-oxa-5-azabicyclo[2.2.1]hept-5-yl)ethanone